N-(2-(2-methoxyethoxy)-5-(3-nitro-4-(1-oxo-1,2,3,4-tetrahydroisoquinolin-6-yl)-1H-pyrazol-1-yl)phenyl)acrylamide COCCOC1=C(C=C(C=C1)N1N=C(C(=C1)C=1C=C2CCNC(C2=CC1)=O)[N+](=O)[O-])NC(C=C)=O